F[P-](F)(F)(F)(F)F.C(C)C1=CC=C(C=C1)[I+]C1=CC=C(C=C1)CC(C)C (4-ethylphenyl)-[4-(2-methylpropyl)phenyl]iodonium hexafluorophosphate